(3-bromo-1-(tetrahydro-2H-pyran-2-yl)-1H-pyrazolo[4,3-c]pyridin-6-yl)acetamide BrC1=NN(C2=C1C=NC(=C2)CC(=O)N)C2OCCCC2